N-[5-[4-[[(3S,4S)-4-methoxypyrrolidin-3-yl]methoxy]-2-methyl-pyrazol-3-yl]pyrazolo[1,5-a]pyridin-2-yl]cyclopropanecarboxamide CO[C@H]1[C@@H](CNC1)COC1=C(N(N=C1)C)C1=CC=2N(C=C1)N=C(C2)NC(=O)C2CC2